C(C)(C)C1CCC(CC1)N1CCC(CC1)N1C(C(C2=CC=CC=C12)CC(=O)N(N)C)=O 2-(1-(1-((1s,4s)-4-isopropylcyclohexyl)piperidin-4-yl)-2-oxoindolin-3-yl)-N-methylacetohydrazide